O=C1NC(CCC1N1C(C2=CC=CC(=C2C1)NCC(=O)O)=O)=O [2-(2,6-dioxopiperidin-3-yl)-1-oxoisoindolin-4-yl]glycine